O1CCN(CC1)C1=C2C[C@@H](N(CC2=CC=C1)C(=O)OC(C)(C)C)CN[C@H]1CCCC=2C=CC=NC12 tert-butyl (R)-5-morpholino-3-((((S)-5,6,7,8-tetrahydroquinolin-8-yl)amino)methyl)-3,4-dihydroisoquinoline-2(1H)-carboxylate